FC1=CC(=C(C(=C1)C(C)C)CC(=O)OC(C)(C)C)C1=CC(=NC=C1)F tert-butyl 2-(4-fluoro-2-(2-fluoropyridin-4-yl)-6-isopropyl-phenyl)acetate